C(C)(=O)C1=CC(=C2C=C(C=CN12)OC)C(=O)NC1=C(C(=CC=C1)C=1C=NN(C1)C(F)F)F 3-acetyl-N-(3-(1-(difluoromethyl)-1H-pyrazol-4-yl)-2-fluorophenyl)-7-methoxyindolizine-1-carboxamide